(S)-2-(3-(2,3-difluorophenyl)-5-(3-methoxypyrrolidin-1-yl)thiophen-2-yl)benzoic acid FC1=C(C=CC=C1F)C1=C(SC(=C1)N1C[C@H](CC1)OC)C1=C(C(=O)O)C=CC=C1